2-[(1R,3S,5S)-3-([2-[5-cyclopropyl-3-(2,6-dichlorophenyl)-1,2-oxazol-4-yl]acetyl]oxy)-8-azabicyclo[3.2.1]octan-8-yl]-4-fluoro-1-methyl-1H-1,3-benzodiazole-6-carboxylic acid C1(CC1)C1=C(C(=NO1)C1=C(C=CC=C1Cl)Cl)CC(=O)OC1C[C@H]2CC[C@@H](C1)N2C2=NC1=C(N2C)C=C(C=C1F)C(=O)O